(S,R) or (S,S)-1-isopropyl-N'-((3-methyl-1,2,3,5,6,7-hexa-hydrodicyclopenta[b,e]pyridin-8-yl)carbamoyl)-1H-pyrazole-3-sulfonimidamide C(C)(C)N1N=C(C=C1)[S@](=O)(N)=NC(NC1=C2C(=NC3=C1CCC3)[C@@H](CC2)C)=O |o1:23|